2-(pyridin-2-yl)-5-[(pyridin-2-ylmethyl)amino]-4,5,6,7-tetrahydro-2H-indazol-3-ol N1=C(C=CC=C1)N1N=C2CCC(CC2=C1O)NCC1=NC=CC=C1